(S)-4-(3-(5-(difluoromethyl)-1,3,4-thiadiazol-2-yl)-6-(N-(1-methylcyclopropyl)sulfamoyl)imidazo[1,5-a]pyridin-8-yl)-N-(oxetan-3-yl)morpholine-2-carboxamide FC(C1=NN=C(S1)C1=NC=C2N1C=C(C=C2N2C[C@H](OCC2)C(=O)NC2COC2)S(NC2(CC2)C)(=O)=O)F